tert-butyl (1-(6-((2-amino-2-oxo-1-phenylethyl)thio)-3,5-dicyano-4-ethylpyridin-2-yl)piperidin-4-yl)carbamate NC(C(C1=CC=CC=C1)SC1=C(C(=C(C(=N1)N1CCC(CC1)NC(OC(C)(C)C)=O)C#N)CC)C#N)=O